N-(2-carbamoyl-4-chloro-6-methyl-phenyl)-2-(3-chloro-2-pyridyl)-5-[[5-pyrimidin-4-yltetrazol-2-yl]methyl]pyrazole-3-carboxamide C(N)(=O)C1=C(C(=CC(=C1)Cl)C)NC(=O)C=1N(N=C(C1)CN1N=C(N=N1)C1=NC=NC=C1)C1=NC=CC=C1Cl